1-(2-((1S,3aS,3bR,5aR,8S,10aS,10bR,12aS)-8-hydroxy-8,12a-dimethyloctadecahydrocyclohepta[a]cyclopenta[f]naphthalen-1-yl)-2-oxoethyl)-1H-pyrazole-4-carbonitrile O[C@]1(CC[C@@H]2[C@@H]([C@H]3CC[C@]4([C@H]([C@@H]3CC2)CC[C@@H]4C(CN4N=CC(=C4)C#N)=O)C)CC1)C